imidazo[1,2-a]pyridine-3-carboxylic acid ethyl ester C(C)OC(=O)C1=CN=C2N1C=CC=C2